Tert-butyl 2-(3-fluoro-2-(4-(piperidin-1-yl)-3-(1-(2,2,2-trifluoroethyl)-1H-indazole-3-carboxamido)benzamido)phenyl)acetate FC=1C(=C(C=CC1)CC(=O)OC(C)(C)C)NC(C1=CC(=C(C=C1)N1CCCCC1)NC(=O)C1=NN(C2=CC=CC=C12)CC(F)(F)F)=O